methyl-cyclohexanone CC1CCC(=O)CC1